FC1=C(CNC=2C(C(C2NCC2=NN(C=N2)C)=O)=O)C=CC(=C1)C1=NOC(=N1)C(F)(F)F 3-((2-fluoro-4-(5-(trifluoromethyl)-1,2,4-oxadiazol-3-yl)benzyl)amino)-4-(((1-methyl-1H-1,2,4-triazol-3-yl)methyl)amino)cyclobut-3-ene-1,2-dione